N[C@H]1[C@H]2SCC(=C(N2C1=O)C(=O)O)CSC=1N(N=C(C(N1)=O)O)C (6R,7R)-7-amino-3-{[(6-hydroxy-2-methyl-5-oxo-2,5-dihydro-1,2,4-triazin-3-yl)thio]methyl}-8-oxo-5-thia-1-azabicyclo[4.2.0]oct-2-ene-2-carboxylic acid